O=C1N(CCC1)CCN1CCN(CC1)C1=C(C=O)C=CC=N1 2-(4-(2-(2-oxopyrrolidin-1-yl)ethyl)piperazin-1-yl)nicotinaldehyde